3-(2-cyanopropan-2-yl)-N-(4-fluoro-3-(3-(9-(tetrahydro-2H-pyran-2-yl)-9H-purin-6-yl)pyridin-2-ylamino)phenyl)benzamide C(#N)C(C)(C)C=1C=C(C(=O)NC2=CC(=C(C=C2)F)NC2=NC=CC=C2C2=C3N=CN(C3=NC=N2)C2OCCCC2)C=CC1